5,5'-selenobis(thiophene-2-thiol) [Se](C1=CC=C(S1)S)C1=CC=C(S1)S